N-((2R,3R)-4-(3,4-dihydroisoquinolin-2(1H)-yl)-2,3-dihydroxybutyl)-6-(trifluoromethyl)imidazo[1,2-a]pyridine-2-carboxamide C1N(CCC2=CC=CC=C12)C[C@H]([C@@H](CNC(=O)C=1N=C2N(C=C(C=C2)C(F)(F)F)C1)O)O